ClC1=C(C=C(C(=C1)F)S(N(C(C=O)CC(C)C)C)(=O)=O)C1=CC(=CC=C1)C(=O)OC(C)(C)C tert-butyl 2'-chloro-4'-fluoro-5'-(N-methyl-N-(4-methyl-1-oxopentan-2-yl)sulfamoyl)-[1,1'-biphenyl]-3-carboxylate